1-((4-aminophenyl)sulfonyl)-N-(thiophen-2-ylmethyl)-4-(3,4,5-trihydroxybenzoyl)piperazine-2-carboxamide NC1=CC=C(C=C1)S(=O)(=O)N1C(CN(CC1)C(C1=CC(=C(C(=C1)O)O)O)=O)C(=O)NCC=1SC=CC1